(3S)-3-(2-morpholino-2-oxo-ethyl)-3,4-dihydro-1H-isoquinoline-2-carboxylic acid tert-butyl ester C(C)(C)(C)OC(=O)N1CC2=CC=CC=C2C[C@H]1CC(=O)N1CCOCC1